2-(4-(methoxycarbonyl)-2-nitrophenyl)-1-toluenesulfonyl-2,5-dihydro-1H-pyrrole-3-carboxylic acid methyl ester COC(=O)C=1C(N(CC1)S(=O)(=O)CC1=CC=CC=C1)C1=C(C=C(C=C1)C(=O)OC)[N+](=O)[O-]